(S)-N-{(S)-1-[2-(Isoxazolo[5,4-b]pyridine-3-yl)phenyl]-2-(pyridine-2-yl)ethyl}-2-methylpropane-2-sulfinamide O1N=C(C=2C1=NC=CC2)C2=C(C=CC=C2)[C@H](CC2=NC=CC=C2)N[S@@](=O)C(C)(C)C